tert-butyl N-[4-(4-fluorophenyl)-2-[[4-[(4-methoxy-3-pyridyl)sulfonimidoyl]benzoyl]amino]phenyl]carbamate FC1=CC=C(C=C1)C1=CC(=C(C=C1)NC(OC(C)(C)C)=O)NC(C1=CC=C(C=C1)S(=O)(=N)C=1C=NC=CC1OC)=O